methacrylic acid (3,3,5-trimethylcyclohexyl) ester CC1(CC(CC(C1)C)OC(C(=C)C)=O)C